methyl 6-tert-butyl-10-methoxy-2-oxo-9-(1H-1,2,4-triazol-3-yl)-6,7-dihydro-2H-pyrido[2,1-a]isoquinoline-3-carboxylate C(C)(C)(C)C1N2C(C3=CC(=C(C=C3C1)C1=NNC=N1)OC)=CC(C(=C2)C(=O)OC)=O